(3-bromo-4-fluoro-phenyl)sulfonyl-N-isopropyl-carbamic acid tert-butyl ester C(C)(C)(C)OC(N(C(C)C)S(=O)(=O)C1=CC(=C(C=C1)F)Br)=O